ClC1=NC=C(C(=C1)N[C@@H]1CN(CC1)C(=O)OC(C)(C)C)C1=NN(C=C1)CC(F)(F)F tert-Butyl (S)-3-((2-chloro-5-(1-(2,2,2-trifluoroethyl)-1H-pyrazol-3-yl)pyridin-4-yl)amino)pyrrolidine-1-carboxylate